4-(1-((3-chlorophenyl)sulfonyl)-1H-pyrrolo[2,3-c]pyridin-4-yl)benzonitrile ClC=1C=C(C=CC1)S(=O)(=O)N1C=CC=2C1=CN=CC2C2=CC=C(C#N)C=C2